tert-butyl (R)-3-(2-(tert-butoxy)-2-oxoethyl)pyrrolidine-1-carboxylate C(C)(C)(C)OC(C[C@@H]1CN(CC1)C(=O)OC(C)(C)C)=O